C(C1=CC=CC=C1)OC1=C(N(C=CC1=O)CCC)C(=O)O 3-(benzyloxy)-1-propyl-4-oxo-1,4-dihydropyridine-2-carboxylic acid